6-(4-hydroxy-2-methoxybenzylamino)-9-glucopyranosylpurine OC1=CC(=C(CNC2=C3N=CN(C3=NC=N2)C2[C@H](O)[C@@H](O)[C@H](O)[C@H](O2)CO)C=C1)OC